C(C)OC(=O)C=1N=C2N(C=C(N=C2NCC2CCN(CC2)C(=O)OC(C)(C)C)C2=C(C=NC=C2)F)C1C 8-[(1-tert-Butoxycarbonyl-piperidin-4-ylmethyl)-amino]-6-(3-fluoro-pyridin-4-yl)-3-methyl-imidazo[1,2-a]pyrazine-2-carboxylic acid ethyl ester